1-Allyl-6-amino-2-isopropyl-1,2-dihydro-3H-pyrazolo[3,4-b]pyridin-3-one C(C=C)N1N(C(C=2C1=NC(=CC2)N)=O)C(C)C